NC1=NC=C2NC(=NC2=N1)Br 2-amino-8-bromopurine